N-[2-Chloro-5-(5-cyclopropyl-4H-1,2,4-triazol-3-yl)-4-methylphenyl]pyrazolo[1,5-a]pyridine-3-carboxamide ClC1=C(C=C(C(=C1)C)C1=NN=C(N1)C1CC1)NC(=O)C=1C=NN2C1C=CC=C2